[2-(4-chloro-3-trifluoromethyl-phenylamino)-5-methyl-pyrimidin-4-ylamino]-3H-benzooxazol-2-one ClC1=C(C=C(C=C1)NC1=NC=C(C(=N1)NN1C(OC2=C1C=CC=C2)=O)C)C(F)(F)F